CC(C(C)(C)C)N 1,2,2-trimethyl-n-propylamine